C(C1=CC=CC=C1)N(C1CN(CCCC1)C(=O)N1CC(C2=NC(=CC=C21)C)(C)C)CCC(C)C (3-(Benzyl(isopentyl)amino)azepan-1-yl)(3,3,5-trimethyl-2,3-dihydro-1H-pyrrolo[3,2-b]pyridin-1-yl)methanone